N1-(4-(((2-((2-(2,6-dioxopiperidin-3-yl)-1,3-dioxoisoindolin-4-yl)amino)ethyl)(methyl)amino)methyl)phenyl)-N-hydroxyoctanediamide O=C1NC(CCC1N1C(C2=CC=CC(=C2C1=O)NCCN(C)CC1=CC=C(C=C1)N(C(CCCCCCC(=O)N)=O)O)=O)=O